CN(C(C1=CC=C(C=C1)C1=CC=2N(N=C1C)C(=CN2)C2=CC=NC1=NC(=CC=C21)C2=NN(C=C2)C)=O)C N,N-dimethyl-4-(6-methyl-3-(7-(1-methyl-1H-pyrazol-3-yl)-1,8-naphthyridin-4-yl)imidazo[1,2-b]pyridazin-7-yl)benzamide